N'-hydroxy-4-[(1-sulfamoylpiperidin-4-yl)oxy]-1,2,5-oxadiazole-3-carboximidamide ON=C(N)C1=NON=C1OC1CCN(CC1)S(N)(=O)=O